ClC1=CC=C(C=C1)N1N=C(C=C1)O 1-(4-chloro-phenyl)pyrazolol